2-(6-(ethylamino)-4-(6-(4-methyl-4H-1,2,4-triazol-3-yl)-2-oxaspiro[3.3]heptan-6-yl)pyridin-2-yl)-6-(((1-methylcyclobutyl)amino)methyl)-4-(trifluoro-methyl)isoindolin-1-one C(C)NC1=CC(=CC(=N1)N1C(C2=CC(=CC(=C2C1)C(F)(F)F)CNC1(CCC1)C)=O)C1(CC2(COC2)C1)C1=NN=CN1C